C(C1=CC=CC=C1)N1CC(C2(CN(C2)C(=O)[O-])C[C@H]1C)(F)F (R)-7-benzyl-5,5-difluoro-8-methyl-2,7-diazaspiro[3.5]nonane-2-carboxylate